CC1=CC=C2C(C(NC2=C1)=O)=O 6-methylindoline-2,3-dione